methyl 5-chloro-6-(1-methylbenzimidazol-4-yl)-3-(4-morpholinoanilino)pyrazine-2-carboxylate ClC=1N=C(C(=NC1C1=CC=CC=2N(C=NC21)C)C(=O)OC)NC2=CC=C(C=C2)N2CCOCC2